[Si](C)(C)(C(C)(C)C)OCC=1C(=C(C(=CC1)OC)S(=O)(=O)NC1=NOC2=C1C(=CC=C2)OC)OC ((tert-butyldimethylsilyloxy)methyl)-2,6-dimethoxy-N-(4-methoxybenzo[d]isoxazol-3-yl)benzenesulfonamide